ClC1=NC(=CC=C1C(=O)O)N1N=C(C=C1)O[C@@H]1[C@H]2CC[C@@H](C1)C2 2-Chloro-6-[3-[(1S,2S,4R)-norbornan-2-yl]oxypyrazol-1-yl]pyridine-3-carboxylic acid